FC1=C(C=C2C=CC=NC2=C1)C(C)O 1-(7-fluoro-quinolin-6-yl)-ethanol